BrC=1C=C(C=2C(N(C(C2C1)=C=O)CC1=CC=C(C=C1)OC)(O)C1=C(C=CC(=C1)F)Cl)C(=O)N 6-bromo-3-(2-chloro-5-fluorophenyl)-3-hydroxy-2-(4-methoxybenzyl)-1-carbonylisoindoline-4-carboxamide